5-chloro-2-isocyanato-4-(trifluoromethyl)pyridine tert-butyl-3-isopropylpiperazine-1-carboxylate C(C)(C)(C)OC(=O)N1CC(NCC1)C(C)C.ClC=1C(=CC(=NC1)N=C=O)C(F)(F)F